7-bromo-1H-pyrazolo[4,3-c]pyridine-4-amine BrC=1C2=C(C(=NC1)N)C=NN2